C1=CC=CC=2C3=CC=CC=C3N(C12)C1=CC2=C(SC3=C2C=C(C=C3)N3C2=CC=CC=C2C=2C=CC=CC32)C=C1 2,8-bis(9H-carbazol-9-yl)dibenzo[b,d]thiophene